1-[4-(3-Dimethylamino-propoxy)-3-(2-methyl-2H-pyrazol-3-yl)-phenyl]-3-phenyl-urea CN(CCCOC1=C(C=C(C=C1)NC(=O)NC1=CC=CC=C1)C=1N(N=CC1)C)C